[[5-(2-amino-6-oxo-3H-purin-9-yl)-3,4-dihydroxyoxolan-2-yl]methoxy-hydroxyphosphoryl] [3,4,5-trihydroxy-6-(hydroxymethyl)oxan-2-yl] hydrogen phosphate P(=O)(OP(=O)(O)OCC1OC(C(C1O)O)N1C=2NC(=NC(C2N=C1)=O)N)(OC1OC(C(C(C1O)O)O)CO)O